(E)-1-(2-Hydroxy-4,6-dimethoxyphenyl)-3-naphthalen-2-ylprop-2-en-1-one OC1=C(C(=CC(=C1)OC)OC)C(\C=C\C1=CC2=CC=CC=C2C=C1)=O